1-(4-(((5-methoxy-4-((4-(1-methyl-1H-indol-3-yl)pyrimidin-2-yl)amino)-2-nitrophenyl)amino)methyl)pyridin-3-yl)dihydropyrimidine-2,4(1H,3H)-dione COC=1C(=CC(=C(C1)NCC1=C(C=NC=C1)N1C(NC(CC1)=O)=O)[N+](=O)[O-])NC1=NC=CC(=N1)C1=CN(C2=CC=CC=C12)C